chloro-5-(3-methoxypropyl)-2-nitropyridine ClC=1C(=NC=C(C1)CCCOC)[N+](=O)[O-]